3-(benzo[d][1,3]dioxolan-5-yl)-2-fluorobenzonitrile O1COC2=C1C=CC(=C2)C=2C(=C(C#N)C=CC2)F